(R)-3-(4-(4-((6-(4-(2-CHLOROPHENOXY)-1-(6-(2-HYDROXYPHENYL)PYRIDAZIN-4-YL)PIPERIDINE-4-CARBONYL)-2,6-DIAZASPIRO[3.3]HEPTAN-2-YL)METHYL)PIPERIDIN-1-YL)PHENYL)PIPERIDINE-2,6-DIONE ClC1=C(OC2(CCN(CC2)C2=CN=NC(=C2)C2=C(C=CC=C2)O)C(=O)N2CC3(CN(C3)CC3CCN(CC3)C3=CC=C(C=C3)[C@@H]3C(NC(CC3)=O)=O)C2)C=CC=C1